3-(4-(5-(2,3-dihydro-1H-inden-4-yl)-6-methoxy-1H-pyrazolo[4,3-b]pyridin-3-yl)-1H-pyrazol-1-yl)propionitrile C1CCC2=C(C=CC=C12)C1=C(C=C2C(=N1)C(=NN2)C=2C=NN(C2)CCC#N)OC